C1(CC1)C(=O)NC=1C=C2C(=CN1)N(N=C2C2=NN(C=C2)C2=CC=C(C(=O)N(C)C)C=C2)C 4-(3-(5-(cyclopropanecarboxamido)-1-methyl-1H-pyrazolo[3,4-c]pyridin-3-yl)-1H-pyrazol-1-yl)-N,N-dimethylbenzamide